BrCCCCCCCCS (8-bromooctyl) mercaptan